N4-(2,2'-bipyridin-3-yl)-5-chloro-N2-(3-methoxy-4-(1-methylpiperidin-4-yl)phenyl)pyrimidine-2,4-diamine N1=C(C(=CC=C1)NC1=NC(=NC=C1Cl)NC1=CC(=C(C=C1)C1CCN(CC1)C)OC)C1=NC=CC=C1